eicosyl methyl ketone CC(=O)CCCCCCCCCCCCCCCCCCCC